NC=1C=2N(C3=CC(=C(C=C3N1)F)C(=O)N(C(C)C1=NC=C(C=C1)OC)C1CC1)C=NC2 4-amino-N-cyclopropyl-7-fluoro-N-(1-(5-methoxypyridin-2-yl)ethyl)imidazo[1,5-a]quinoxaline-8-formamide